N-[7-morpholino-5-[4-[[5-(1,2,3,6-tetrahydropyridin-4-yl)pyrimidin-2-yl]amino]cyclohexoxy]-1,6-naphthyridin-3-yl]methanesulfonamide O1CCN(CC1)C1=NC(=C2C=C(C=NC2=C1)NS(=O)(=O)C)OC1CCC(CC1)NC1=NC=C(C=N1)C=1CCNCC1